2-methoxy-3-isopropyl-5-methyl-pyrazine iron (III) [Fe+3].COC1=NC=C(N=C1C(C)C)C